NCCCCC(C(=O)O)NC(NC(C(=O)O)CCC(=O)O)=O 2-[3-[5-amino-1-carboxypentyl]-ureido]-pentanedioic acid